Ethoxytridecanol C(C)OC(CCCCCCCCCCCC)O